C1(C2C(CCC1)O2)C(=O)OCC2CO2 glycidyl 2,3-epoxycyclohexanecarboxylate